ClC1=CCC[C@H](O1)CN(C)C (S)-6-chloro-N-methyl-2-((methylamino)methyl)-3,4-dihydro-2H-pyran